phosphoethylamino alcohol P(=O)(=O)CCNO